BrC1=CC2=C(C(=NNC2=O)C)N(C1=O)C 3-bromo-1,8-dimethyl-6H-pyrido[2,3-d]pyridazine-2,5-dione